N,N'-di(2-aminoethyl)-2,3-di(diphenyl-phosphoryl)succinamide NCCNC(C(C(C(=O)NCCN)P(=O)(C1=CC=CC=C1)C1=CC=CC=C1)P(=O)(C1=CC=CC=C1)C1=CC=CC=C1)=O